(2S,4R)-1-(tert-Butoxycarbonyl)-4-(tosyloxy)pyrrolidine-2-carboxylic acid C(C)(C)(C)OC(=O)N1[C@@H](C[C@H](C1)OS(=O)(=O)C1=CC=C(C)C=C1)C(=O)O